S(=O)(=O)(O)F Sulfofluoride